CC1CCC=2C1=NC(=CC2CN2C[C@H](CCC2)C)C(=O)NC2=CC(=CC=C2)C2(CC(C2)C)C2=NN=CN2C 7-Methyl-N-(3-((1S,3R)-3-methyl-1-(4-methyl-4H-1,2,4-triazol-3-yl)cyclobutyl)phenyl)-4-(((S)-3-methylpiperidin-1-yl)methyl)-6,7-dihydro-5H-cyclopenta[B]pyridine-2-carboxamide